C(#N)C=1C=C(C=CC1F)S(=O)(=O)Cl 3-cyano-4-fluoro-benzene-sulfonyl chloride